C1(CCCC1)NC1CCC(CC1)N1C(NC2=C1C=C(C(=C2)C=2C=C(C=1N(C2)N=CN1)OC)C)=O 1-((1S,4S)-4-(cyclopentylamino)cyclohexyl)-5-(8-methoxy-[1,2,4]triazolo[1,5-a]pyridin-6-yl)-6-methyl-1,3-dihydro-2H-benzo[d]imidazol-2-one